NCC1=NNC2=CC=CC=C12 aminomethyl-azaindole